C1CON=C1 isoxazoline